(R)-4-((2-fluorophenyl)thio)-6-(5-methyl-1-(piperidin-3-yl)-1H-pyrazol-4-yl)pyrazolo[1,5-a]pyridine-3-carbonitrile FC1=C(C=CC=C1)SC=1C=2N(C=C(C1)C=1C=NN(C1C)[C@H]1CNCCC1)N=CC2C#N